CC1=NOC(=C1C1=CC2=C(NC(=N2)SCC2=NC=CC(=C2C)OCCCOC)C=C1)C 5-(3,5-dimethylisoxazol-4-yl)-2-[({4-[(3-methoxypropyl)oxy]-3-methylpyridin-2-yl}methyl)thio]-1H-benzo[d]imidazole